C(C)(C)N1C(C=2NC=3N(C(C2C1)=O)C=C(N3)C(=O)[O-])=O 7-isopropyl-5,8-dioxo-6,7,8,9-tetrahydro-5H-imidazo[1,2-a]pyrrolo[3,4-d]pyrimidine-2-carboxylate